O[C@@]1(CN(CC1)C1=CC(=CC(=N1)N1CC2(C=3C=NC(=CC31)NC(C)=O)CC2)C)C (S)-N-(1'-(6-(3-hydroxy-3-methylpyrrolidin-1-yl)-4-methylpyridin-2-yl)-1',2'-dihydrospiro[cyclopropane-1,3'-pyrrolo[3,2-c]pyridin]-6'-yl)acetamide